NCCCCOC(=O)N1C(\C(\C2=CC(=CC=C12)F)=C/C=1NC(=C(C1C)C(NCCN(CC)CC)=O)C)=O (Z)-3-((4-((2-(diethylamino)ethyl)carbamoyl)-3,5-dimethyl-1H-pyrrol-2-yl)methylene)-5-fluoro-2-oxoindole-1-carboxylic acid 4-aminobutyl ester